C(CC=O)=O Malonaldehyd